N,N-bis(2-hydroxyethyl)-3,5-dimethyl-aniline OCCN(C1=CC(=CC(=C1)C)C)CCO